C(C)C1=CC=C(C=C1)S(=O)(=O)NC=1C=C(C(=O)O)C=CC1C 3-((4-ethylphenyl)sulfonylamino)-4-methylbenzoic acid